C(#N)\C(\C(=O)C1CCN(CC1)C(=O)OC(C)(C)C)=N/NC1=CC=C(C=C1)OC1=CC=CC=C1 tert-Butyl 4-{(2E)-2-cyano-2-[2-(4-phenoxyphenyl)hydrazinylidene]acetyl}piperidine-1-carboxylate